vinyladamantane C=CC12CC3CC(C1)CC(C3)C2